C(C)(C)N1CCN(CC1)C1=CC=C(C=C1)SC=1C=CC(=C(N)C1)[N+](=O)[O-] 5-((4-(4-isopropylpiperazin-1-yl)phenyl)thio)-2-nitroaniline